C(C)(C)(C)OC(CN1CCC(CC1)C1=C(C=C(C=C1)N[C@@H]1C(NC(CC1)=O)=O)F)=O.C(O)C(CC=1C(NN=NC1)=O)CO dimethylolethyl-triazinone tert-butyl-2-[4-[4-[[(3S)-2,6-dioxo-3-piperidyl]amino]-2-fluoro-phenyl]-1-piperidyl]acetate